N1N=CC2=C1CCC2NC(OC(C)(C)C)=O tert-Butyl N-{1H,4H,5H,6H-cyclopenta[c]pyrazol-4-yl}carbamate